2-(3-methoxyphenyl)-N-(4-methylphenyl)imidazo[1,2-a]pyridin-3-amine COC=1C=C(C=CC1)C=1N=C2N(C=CC=C2)C1NC1=CC=C(C=C1)C